NC=1C=C(C(=C(C1)[C@@H](C)N1C(C=CC=C1N1C[C@H](N(CC1)C)C)C)F)C(F)F N-((R)-1-(5-Amino-3-(difluoromethyl)-2-fluorophenyl)ethyl)-6-((R)-3,4-dimethylpiperazine-1-yl)-2-methylpyridin